dimethyl-2,3,5,6-tetrahydrospiro[pyran-4,8'-pyrrolo[2,3-g]quinazolin]-7'(6'H)-one CC1=NC(=NC2=CC3=C(C=C12)NC(C31CCOCC1)=O)C